CN1C2CN(CC1CC2)C2=CC=CC=1NC=NC12 4-(8-methyl-3,8-diazabicyclo[3.2.1]octan-3-yl)-1H-benzo[d]imidazole